methyl 2-((2-(3-((tert-butoxycarbonyl)amino)prop-1-yn-1-yl)-4-fluorophenyl)amino)-5-(trifluoromethyl)nicotinate C(C)(C)(C)OC(=O)NCC#CC1=C(C=CC(=C1)F)NC1=C(C(=O)OC)C=C(C=N1)C(F)(F)F